(S)-4-(2-(tert-butoxycarbonyl)-2-(4-propylthiazol-2-yl)ethyl)-phenylaminosulfonic acid C(C)(C)(C)OC(=O)[C@H](CC1=CC=C(C=C1)NS(=O)(=O)O)C=1SC=C(N1)CCC